N-(4-aminobicyclo[2.2.2]octan-1-yl)-5-(difluoromethyl)pyrazine-2-carboxamide NC12CCC(CC1)(CC2)NC(=O)C2=NC=C(N=C2)C(F)F